O=C1NC(CCC1N1C(C2=CC=C(C=C2C1=O)NCCOCCNC(C1=CC(C(=O)NC2=CC3=C(NC(=N3)CN3[C@H](CCC3)C)C=C2)=CC=C1)=O)=O)=O N1-(2-(2-((2-(2,6-dioxopiperidin-3-yl)-1,3-dioxoisoindolin-5-yl)amino)ethoxy)ethyl)-N3-(2-(((S)-2-methylpyrrolidin-1-yl)methyl)-1H-benzo[d]imidazol-5-yl)isophthalamide